N1(C=NC=C1)C=1C=CC(=C(C1)O)C=1SC(=NN1)O[C@H]1C[C@@]2(C[C@H]([C@](C1)(N2C)C)OC)C 5-(1H-imidazol-1-yl)-2-(5-(((1R,3S,5S,6R)-6-methoxy-1,5,8-trimethyl-8-azabicyclo[3.2.1]octan-3-yl)oxy)-1,3,4-thiadiazol-2-yl)phenol